C(C1CO1)N(C1=CC=CC=C1)CNC1=CC=CC=C1 glycidyl-methylenedianiline